C(C(=C)C)(=O)NCCC[N+](C)(C)C Methacrylamidopropyl-trimethylammonium